9-(2-Bromoethyl)-1,3,6,8-tetrabromo-9H-carbazole BrCCN1C2=C(C=C(C=C2C=2C=C(C=C(C12)Br)Br)Br)Br